{1-[(adamantan-1-yl)methyl]-5-methyl-1H-pyrazol-4-yl}-2-{3-[(1,3-benzothiazol-2-yl)amino]-4-methyl-5H,6H,7H-pyrrolo[2,3-C]pyridazin-7-yl}-1,3-thiazole-4-carboxylic acid C12(CC3CC(CC(C1)C3)C2)CN2N=CC(=C2C)C2=C(N=C(S2)N2CCC3=C2N=NC(=C3C)NC=3SC2=C(N3)C=CC=C2)C(=O)O